methyl 3-(5-(2-oxohexahydro-1H-thieno[3,4-d]imidazol-4-yl)pentanamido)benzoate O=C1NC2C(N1)CSC2CCCCC(=O)NC=2C=C(C(=O)OC)C=CC2